CNC(=O)C=1NC=CN1 N-methyl-imidazole-carboxamide